4-benzyl-3-((2R,3S)-3-((tert-butyldimethylsilyl)oxy)-5-((4-methoxybenzyl)oxy)-2-vinylpentanoyl)oxazolidin-2-one C(C1=CC=CC=C1)C1N(C(OC1)=O)C([C@@H]([C@H](CCOCC1=CC=C(C=C1)OC)O[Si](C)(C)C(C)(C)C)C=C)=O